tert-Butyl 3-{8-chloro-3-methylimidazo[1,5-a]pyridin-6-yl}-3-fluoroazetidine-1-carboxylate ClC=1C=2N(C=C(C1)C1(CN(C1)C(=O)OC(C)(C)C)F)C(=NC2)C